C(C=C)(=O)N1[C@@H](CN(CC1)C1=C(C(=NC2=C(C(=C(C=C12)Cl)C1=CC=C(C2=C1N=C(S2)N)F)F)C2=CC=NN2CCN(C)C)C#N)C 4-((R)-4-propenoyl-3-methylpiperazin-1-yl)-7-(2-amino-7-fluorobenzo[d]thiazol-4-yl)-6-chloro-2-(1-(2-(dimethylamino)ethyl)-1H-pyrazol-5-yl)-8-fluoroquinoline-3-carbonitrile